2-((8-(3-acrylamidophenyl)quinazolin-2-yl)amino)-5-(4-methylpiperazin-1-yl)benzamide C(C=C)(=O)NC=1C=C(C=CC1)C=1C=CC=C2C=NC(=NC12)NC1=C(C(=O)N)C=C(C=C1)N1CCN(CC1)C